(1s,4s)-methyl 4-(7-bromo-5-methyl-2-oxo-1,2-dihydroquinazolin-3(4H)-yl)cyclohexanecarboxylate BrC1=CC(=C2CN(C(NC2=C1)=O)C1CCC(CC1)C(=O)OC)C